OC=1C(=C(C(=O)C2=CC=C(C=C2)OCC=C)C=CC1OCC=C)O dihydroxy-4,4'-dialloxybenzophenone